1,2-diphytyl-sn-glycerol C(\C=C(/C)\CCC[C@H](C)CCC[C@H](C)CCCC(C)C)OC[C@@H](OC\C=C(/C)\CCC[C@H](C)CCC[C@H](C)CCCC(C)C)CO